Trimethylbenzyl chloride CC1=CC=CC=C1C(C)(C)Cl